Methyl-2-(5-hydroxy-1-methyl-1H-pyrazol-4-yl)-6-methylisonicotinate COC(C1=CC(=NC(=C1)C)C=1C=NN(C1O)C)=O